(tert-butyl)-5-nitrophenol C(C)(C)(C)C1=C(C=C(C=C1)[N+](=O)[O-])O